[trioctylammonio]propane-1-sulfonic acid C(CCCCCCC)[N+](CCCCCCCC)(CCCCCCCC)C(CC)S(=O)(=O)O